6-fluoro-N-methyl-N-(pyrimidin-2-ylmethyl)-2H-benzopyran-3-carboxamide FC=1C=CC2=C(C=C(CO2)C(=O)N(CC2=NC=CC=N2)C)C1